5,7-difluoro-6-methoxy-1H-benzo[d][1,2,3]triazole FC1=CC2=C(NN=N2)C(=C1OC)F